ClC=1C=C(OC(C(=O)N[C@@H]2[C@H](CNCC2)C)(F)F)C=CC1 2-(3-chlorophenoxy)-2,2-difluoro-N-((3s,4s)-3-methylpiperidin-4-yl)acetamide